C[C@]1([C@@H](CC(=O)O1)O)C[C@](C)(CCCCCCCC/C=C/C=C/C2=CC=CC=C2)O The molecule is a butan-4-olide that is dihydrofuran-2(3H)-one substituted by a hydroxy group at position 4, a 2-hydroxy-2-methyl-14-phenyltetradeca-11,13-dien-1-yl group at position 5 and a methyl group at position 5 (the 4R,5R stereoisomer). It is isolated from the Australian marine sponge Plakinastrella clathrata. It has a role as a metabolite. It is a butan-4-olide and a diol.